NC=1C(NC(N(N1)C1=CC(=C(C(=C1)C)CC1=C2C=3C(C(NC3C=C1)=O)(C1CC2C1)C)C)=O)=O 6-amino-2-(3,5-dimethyl-4-((2a-methyl-2-oxo-1,2,2a,3,4,5-hexahydro-3,5-methanobenzo[cd]indol-6-yl)methyl)phenyl)-1,2,4-triazine-3,5(2H,4H)-dione